chloro-4-((3,5-difluoropyridin-2-yl)methoxy)-2'-(3-(dimethylamino)acryloyl)-5',6-dimethyl-2H-[1,4'-bipyridin]-2-one ClC=1C(N(C(=CC1OCC1=NC=C(C=C1F)F)C)C1=CC(=NC=C1C)C(C=CN(C)C)=O)=O